hexahydropyridine-4-carboxamide N1CCC(CC1)C(=O)N